C(C)(=O)OCC=1C(=NC=CC1B(O)O)N1C(C2=CC=3CC(CC3N2CC1)(C)C)=O {3-[(acetyloxy)methyl]-2-{4,4-dimethyl-9-oxo-1,10-diazatricyclo[6.4.0.02,6]-dodeca-2(6),7-dien-10-yl}pyridin-4-yl}boronic acid